FC(S(=O)(=O)OC[C@H]1O[C@@H]([C@H]([C@H]([C@@H]1OCC1=CC=CC=C1)OCC1=CC=CC=C1)OCC1=CC=CC=C1)OC)(F)F ((2R,3R,4S,5S,6S)-3,4,5-tris(benzyloxy)-6-methoxytetrahydro-2H-pyran-2-yl)methyl trifluoromethanesulfonate